C1=NC=CC=2C[C@@H](CCC12)NC1=NC=C(C=N1)C(=O)N 2-((R)-5,6,7,8-tetrahydroisoquinolin-6-ylamino)pyrimidine-5-carboxamide